ClC=1N=C(C2=C(N1)NC=C2)N[C@H]2CN(CC[C@@H]2O)C(=O)OC(C)(C)C |r| Rac-(3S,4S)-tert-Butyl 3-((2-chloro-7H-pyrrolo[2,3-d]pyrimidin-4-yl)amino)-4-hydroxypiperidine-1-carboxylate